CC(C(=O)OC=1C(=NN(C(C1C1=C(C(=CC=C1F)Cl)CCC1=NN(N=C1)C)=O)C)C)C [5-[3-chloro-6-fluoro-2-[2-(2-methyltriazol-4-yl)ethyl]phenyl]-1,3-dimethyl-6-oxo-pyridazin-4-yl] 2-methylpropanoate